N-(3-methoxyphenethyl)butyramide COC=1C=C(CCNC(CCC)=O)C=CC1